[Cl-].[Cl-].C1(=CC=CC=C1)C(=[Zr+2](C1=C(C=CC=2C3=CC=C(C=C3CC12)C(C)(C)C)C(C)(C)C)C1C=CC=C1)C1=CC=CC=C1 diphenyl-methylene(cyclopentadienyl)(2,7-di-tert-butyl-fluorenyl)zirconium dichloride